C(C)(C)(C)OC(=O)N1CCCC2=CC=C(N=C12)CCCCCO 7-(5-hydroxypentyl)-3,4-dihydro-1,8-naphthyridine-1(2H)-carboxylic acid tert-butyl ester